N1=C(C=CC=C1)CCNC1=C2N=CNC2=NC=N1 6-((2-(pyridin-2-yl)ethyl)amino)-9H-purin